5,5',5''-(4-([1,1':3',1''-terphenyl]-2'-yl)-5-(1,8-dimethyl-9H-carbazol-9-yl)pyridine-2,3,6-triyl)tris(5H-pyrido[4,3-b]indole) C1(=CC=CC=C1)C1=C(C(=CC=C1)C1=CC=CC=C1)C1=C(C(=NC(=C1N1C2=C(C=CC=C2C=2C=CC=C(C12)C)C)N1C2=C(C=3C=CC=CC13)C=NC=C2)N2C1=C(C=3C=CC=CC23)C=NC=C1)N1C2=C(C=3C=CC=CC13)C=NC=C2